COC(=O)C1=CC2=C(N(C(=N2)C2=CC=3C(=NC(=CC3)C3N(CC4(CC4)C3)C(=O)OC(C)(C)C)N2CCCCCCCC(=O)OC(C)(C)C)C)C(=C1)OC 2-[6-(5-tert-butoxycarbonyl-5-azaspiro[2.4]hept-6-yl)-1-(8-tert-butoxy-8-oxo-octyl)pyrrolo[2,3-b]pyridin-2-yl]-7-methoxy-1-methyl-benzimidazole-5-carboxylic acid methyl ester